CN1N=CC(=C1)C=1C=C(C=2N(C1)N=CN2)C2=CC=C(C=C2)N2CCN(CC2)C(C=C)=O 1-(4-(4-(6-(1-methyl-1H-pyrazol-4-yl)-[1,2,4]triazolo[1,5-a]pyridin-8-yl)phenyl)piperazin-1-yl)prop-2-en-1-one